(S)-2-(tert-butoxy)-2-(7-(4-chlorophenyl)-2-(3-(1-(((S)-1-(methoxycarbonyl)azetidin-2-yl)methyl)piperidin-4-yl)-1-methyl-1H-indazol-5-yl)-5-methylbenzo[d]thiazol-6-yl)acetic acid C(C)(C)(C)O[C@H](C(=O)O)C1=C(C2=C(N=C(S2)C=2C=C3C(=NN(C3=CC2)C)C2CCN(CC2)C[C@H]2N(CC2)C(=O)OC)C=C1C)C1=CC=C(C=C1)Cl